C(C1=CC=CC=C1)(=S)S.C(#N)C(CCC(=O)O)C 4-Cyanovaleric acid dithiobenzoate